CC(C(=O)OC(C(C)C)=O)C 2-methylpropionic anhydride